o-diethoxybenzene (E,E)-3,5-Decadienyl-acetate C(C\C=C\C=C\CCCC)CC(=O)O.C(C)OC1=C(C=CC=C1)OCC